ClC=1C=C(C=C(C1)C#N)N(C(=O)C1OC(C(C(C1OC)N1N=NC(=C1)C1=CC(=CC=C1)F)O)CO)[C@H]1[C@@H](CCC1)O N-(3-chloro-5-cyanophenyl)-4-(4-(3-fluorophenyl)-1H-1,2,3-triazol-1-yl)-5-hydroxy-N-((1R,2R)-2-hydroxycyclopentyl)-6-(hydroxymethyl)-3-methoxytetrahydro-2H-pyran-2-carboxamide